2-(difluoromethoxy)-4-[1-isopropyl-1H-1,2,4-triazol-3-yl]aniline FC(OC1=C(N)C=CC(=C1)C1=NN(C=N1)C(C)C)F